C(C1=CC=CC=C1)SC=1C=NC2=C(C=CC=C2C1)Br 3-(benzylthio)-8-bromoquinoline